6-methyl-1,4-naphthoquinone CC=1C=C2C(C=CC(C2=CC1)=O)=O